7-chloro-6-(2-fluorophenyl)-1-methyl-2,3-dioxo-2,3-dihydropyrido[2,3-b]pyrazine ClC1=CC2=C(NC(C(N2C)=O)=O)N=C1C1=C(C=CC=C1)F